COC(C(=O)N(CC1CCC1)CC=1C=CC2=C(N=CS2)C1)=O 2-((Benzo[d]thiazol-5-ylmethyl)(cyclobutylmethyl)amino)-2-oxoacetic acid methyl ester